6-(imidazo[1,2-a]pyridine-3-carbonyl)-N-(4-(trifluoromethyl)pyridin-2-yl)-4,5,6,7-tetrahydrothieno[2,3-c]pyridine-3-carboxamide N=1C=C(N2C1C=CC=C2)C(=O)N2CC1=C(CC2)C(=CS1)C(=O)NC1=NC=CC(=C1)C(F)(F)F